C(C1=CC=CC=C1)OC1=CC(=C(C(=O)O)C=C1C1OCCO1)NC(=O)OC(C)(C)C 4-(benzyloxy)-2-((tert-butoxycarbonyl)amino)-5-(1,3-dioxolan-2-yl)benzoic acid